8-(2-iodophenyl)-2,6-diphenylimidazo[1,2-a]pyridine IC1=C(C=CC=C1)C=1C=2N(C=C(C1)C1=CC=CC=C1)C=C(N2)C2=CC=CC=C2